(S)-N-(2-hydroxy-2-methyl-1-phenylpropyl)-4-(5-methyl-2-((1-methyl-1H-pyrazol-5-yl)amino)pyrimidin-4-yl)oxazole-2-carboxamide OC([C@H](C1=CC=CC=C1)NC(=O)C=1OC=C(N1)C1=NC(=NC=C1C)NC1=CC=NN1C)(C)C